NC=1C=CC(=NC1)NC(C1=CC(=C(C=C1)C)F)=O N-(5-aminopyridin-2-yl)-3-fluoro-4-methylbenzamide